NC1=NC=2C=NC(=CC2C2=C1[C@H](OC2)C)C(=O)N([C@@H]2COC1=C2C=CC(=C1)C(F)(F)F)C (3R)-4-amino-N,3-dimethyl-N-((3S)-6-(trifluoromethyl)-2,3-dihydro-1-benzofuran-3-yl)-1,3-dihydrofuro[3,4-c][1,7]naphthyridine-8-carboxamide